N[C@H](C(=O)OC)C1=CC=CC=C1 methyl (S)-2-amino-2-phenylacetate